4-(5-(1-methyl-1H-pyrazol-4-yl)thieno[3,2-b]pyridin-3-yl)nicotinonitrile CN1N=CC(=C1)C1=CC=C2C(=N1)C(=CS2)C2=CC=NC=C2C#N